ClC=1C(N(C(=CC1OC(C)C1=NC=C(C=C1F)F)C)C1=CC(=NC=C1C)C1=C(C(=CC=C1)C(C)(C)O)F)=O 3-chloro-4-(1-(3,5-difluoropyridin-2-yl)ethoxy)-2'-(2-fluoro-3-(2-hydroxypropan-2-yl)phenyl)-5',6-dimethyl-2H-[1,4'-bipyridin]-2-one